2-(4-Cyanophenyl)-1H-benzo[d]imidazole C(#N)C1=CC=C(C=C1)C1=NC2=C(N1)C=CC=C2